CC1(CC=C(CC1)CCC=C(C)C)C=O 1-methyl-4-(4-methyl-3-pentenyl)cyclohex-3-ene-1-carbaldehyde